4-[bis[2-[(2-iodoacetyl)amino]ethyl]amino]-4-oxo-butanoate ICC(=O)NCCN(C(CCC(=O)[O-])=O)CCNC(CI)=O